CN(C([C@H](C)N1CCOCC1)=O)C1=CC2=C(NC(=N2)C2=NNC=3C[C@@]4([C@H](CC23)C4)C)C=C1C (S)-N-methyl-N-(6-methyl-2-((4aS,5aR)-5a-methyl-1,4,4a,5,5a,6-hexahydrocyclopropa[f]indazol-3-yl)-1H-benzo[d]imidazol-5-yl)-2-morpholinopropanamide